1-(1-(5,6,7,8-tetrahydronaphthalen-1-yl)ethyl)guanidine C1(=CC=CC=2CCCCC12)C(C)NC(=N)N